tetraethyl-ammonium hypochlorite Cl[O-].C(C)[N+](CC)(CC)CC